2,2,2-trifluoroethyl (2-chloroacetyl)-L-phenylalaninate ClCC(=O)N[C@@H](CC1=CC=CC=C1)C(=O)OCC(F)(F)F